C1(CC1)C1=CC=C(C=N1)CN1C[C@H](NCC1)C1=C(C=CC=C1)OC(C)C (R)-1-((6-cyclopropylpyridin-3-yl)methyl)-3-(2-isopropoxyphenyl)piperazine